2-(2-cyclopropylphenyl)-4,4,5,5-tetramethyl-1,3,2-dioxaborolane C1(CC1)C1=C(C=CC=C1)B1OC(C(O1)(C)C)(C)C